2-(3,5-dichloro-4,6-dimethylpyridin-2-ylamino)-N-(4-fluoro-phenyl)-N-methylacetamide ClC=1C(=NC(=C(C1C)Cl)C)NCC(=O)N(C)C1=CC=C(C=C1)F